6-(2,4-Dioxo-1H-pyrimidin-5-yl)-4-[(1S,2R)-2-isopropylcyclopropyl]pyridazine-3-carbonitrile O=C1NC=C(C(N1)=O)C1=CC(=C(N=N1)C#N)[C@@H]1[C@H](C1)C(C)C